(R)-2-amino-1-(4-(4-amino-(4-phenoxyphenyl)-1H-pyrazolo[3,4-d]pyrimidin-1-yl)piperidine-1-yl)-4-methylpentan-1-one N[C@@H](C(=O)N1CCC(CC1)N1N=C(C=2C1=NC=NC2N)C2=CC=C(C=C2)OC2=CC=CC=C2)CC(C)C